(R)-3-((3-bromo-1-methyl-6-nitro-2-oxo-1,2-dihydroquinolin-4-yl) amino)-3-cyclopropyl-propyl 4-methylbenzenesulfonate CC1=CC=C(C=C1)S(=O)(=O)OCC[C@H](C1CC1)NC1=C(C(N(C2=CC=C(C=C12)[N+](=O)[O-])C)=O)Br